OCC(C(C)(C)C)NC(=O)C=1NC2=C(N1)C=CC=C2 N-(1-hydroxy-3,3-dimethylbut-2-yl)benzo[d]imidazole-2-carboxamide